FC=1C=C(C=C(C1)SC)\C=N/[S@](=O)C(C)(C)C (R)-N-[(1Z)-[3-fluoro-5-(methylsulfanyl)phenyl]methylidene]-2-methylpropane-2-sulfinamide